Bis(isopropoxy)titanium bis(acetoacetate) C(CC(=O)C)(=O)[O-].C(CC(=O)C)(=O)[O-].C(C)(C)O[Ti+2]OC(C)C